C(C)(C)(C)N1CC2(OC3=C(C(=CC=C3C(C2)O)C)C)C1 1-tert-butyl-8'-methyl-4'-hydroxy-7'-methylspiro[azetidine-3,2'-chroman]